Cl.C1(CC1)C=1C=C2C(=NNC2=CC1)C1=NC=C(C(=N1)N1N=CC(=C1)CCO)C 2-(1-(2-(5-cyclopropyl-1H-indazol-3-yl)-5-methylpyrimidin-4-yl)-1H-pyrazol-4-yl)ethane-1-ol hydrochloride